C(C)N1C=2C3=CN=C(C(O[C@@H](C4=CC(=CC=C4N4N=C(C=C4CC2N=N1)C(F)(F)F)F)C)=C3)N (19R)-3-ethyl-16-fluoro-19-methyl-10-(trifluoromethyl)-20-oxa-3,4,5,11,12,23-hexaazapentacyclo[19.3.1.02,6.08,12.013,18]pentacosa-1(24),2(6),4,8,10,13,15,17,21(25),22-decaen-22-amine